C(C)(C)(C)C1=NC(=NO1)C(=O)NCC1=C(C=C(C=C1)C1=C(C=NC=C1)N1CCN(CC1)C(\C=C\CN(C)C)=O)C (E)-5-(tert-butyl)-N-(4-(3-(4-(4-(dimethylamino)but-2-enoyl)piperazin-1-yl)pyridin-4-yl)-2-methylbenzyl)-1,2,4-oxadiazole-3-carboxamide